2'-chloro-5'-methoxy-6-methyl-N-{5-[methyl-(oxetan-3-yl)carbamoyl]-1,3,4-thiadiazol-2-yl}-[4,4'-bipyridine]-3-carboxamide ClC1=NC=C(C(=C1)C1=C(C=NC(=C1)C)C(=O)NC=1SC(=NN1)C(N(C1COC1)C)=O)OC